C(C)C(C(C(C(=O)[O-])(CC)CC)(C(=O)[O-])O)C(=O)[O-].C(C)C(C(=O)[O-])C(O)(C(=O)[O-])CC(=O)[O-].C(C)(C)C(C(=O)[O-])CCCCCCCCCCCC.C(C)(C)OC(CCCCCCCCCCCCC)=O.C[N+](CC1=CC=CC=C1)(CC)C.C[N+](C)(CC)CC1=CC=CC=C1.C[N+](C)(CC)CC1=CC=CC=C1.C[N+](C)(CC)CC1=CC=CC=C1.C[N+](C)(CC)CC1=CC=CC=C1.C[N+](C)(CC)CC1=CC=CC=C1.C[N+](C)(CC)CC1=CC=CC=C1 N,N-Dimethyl-N-ethyl-N-benzyl-Ammonium Isopropyl-Myristate (isopropyl-tetradecanoate) Ethyl-Citrate (triethyl-2-hydroxy-1,2,3-propanetricarboxylate)